C(C=C)(=O)NC=1C=C(C(=O)NS(=O)(=O)C)C=CC1OC1CCCCC1 3-acrylamido-4-(cyclohexyloxy)-N-(methylsulfonyl)benzamide